methyl 6-(4-([1,1'-biphenyl]-4-yl (Methoxy)methyl)-2,5-dimethylthiophene-3-carboxamido)spiro[3.3]heptane-2-carboxylate C1(=CC=C(C=C1)C(C=1C(=C(SC1C)C)C(=O)NC1CC2(CC(C2)C(=O)OC)C1)OC)C1=CC=CC=C1